N-((1-(6-amino-5-(4-phenoxyphenyl)pyrimidin-4-yl)pyrrolidin-3-yl)methyl)acrylamide NC1=C(C(=NC=N1)N1CC(CC1)CNC(C=C)=O)C1=CC=C(C=C1)OC1=CC=CC=C1